NC=1N=NC(=CC1C=1C=NN(C1)C1CCN(CC1)C1CCC(CC1)C1=CC=CC=2N(CCOC21)[C@H]2C(NC(CC2)=O)=O)C2=C(C(=CC=C2)Cl)O (3R)-3-[8-[4-[4-[4-[3-amino-6-(3-chloro-2-hydroxy-phenyl)pyridazin-4-yl]pyrazol-1-yl]-1-piperidyl]cyclohexyl]-2,3-dihydro-1,4-benzoxazin-4-yl]piperidine-2,6-dione